N1C=NC(=C1)S(=O)(=O)C1=C(C(=C(C=C1CCCCC)O)CC=C(CCC=C(C)C)C)O 4-((1H-imidazol-4-yl)sulfonyl)-2-(3,7-dimethylocta-2,6-dien-1-yl)-5-pentylbenzene-1,3-diol